N-(7-(difluoromethyl)-1,2,3,4-tetrahydroquinolin-6-yl)-N-methylacetamide FC(C1=C(C=C2CCCNC2=C1)N(C(C)=O)C)F